(2-fluorophenyl)-((5-(3-methyl-4-(trifluoromethoxy)phenyl)thiophen-2-yl)methyl)quinoxaline-2-carboxamide FC1=C(C=CC=C1)C1=C2N=C(C(=NC2=CC=C1)C(=O)N)CC=1SC(=CC1)C1=CC(=C(C=C1)OC(F)(F)F)C